N1C(N=CC2=C1C=CC=N2)=O PYRIDINOPYRIMIDINONE